(bicyclo[2.2.1]heptane-2,6-diyl)bismethylenediisocyanate C12C(CC(CC1CN=C=O)C2)CN=C=O